ClC1=C(C(N(C(N1CC#CC1=CC(=CC=C1)O)=O)C)=O)NC(C=CC1=CC=CC=C1)=O N-(6-chloro-1-(3-(3-hydroxyphenyl)prop-2-yn-1-yl)-3-methyl-2,4-dioxo-1,2,3,4-tetrahydropyrimidin-5-yl)cinnamamide